C(C)N1CCN(CCN(CC1)CC(=O)O)CC(=O)O 2,2'-(7-ethyl-1,4,7-triazonane-1,4-diyl)diacetic acid